N-(3-((1s,3s)-3-(cyanomethyl)-1-(4-methyl-4H-1,2,4-triazol-3-yl)cyclobutyl)phenyl)-4-(hydroxymethyl)-3-methylthieno[2,3-b]pyridine-6-carboxamide C(#N)CC1CC(C1)(C1=NN=CN1C)C=1C=C(C=CC1)NC(=O)C1=CC(=C2C(=N1)SC=C2C)CO